FC(OC1=C(C=C(C=C1)OC1=CC=C(C=C1)CN1[C@H](CCC1)CO)C1=NN(C=C1NC(=O)C=1C=NN2C1N=CC=C2)C)F |r| N-[3-[2-(difluoromethoxy)-5-[4-[[rac-(2R)-2-(hydroxymethyl)pyrrolidin-1-yl]methyl]phenoxy]phenyl]-1-methyl-pyrazol-4-yl]pyrazolo[1,5-a]pyrimidine-3-carboxamide